2-amino-4,6-dimethylpyrimidine-5-carbonitrile NC1=NC(=C(C(=N1)C)C#N)C